C(CCCCCCCCCCCCCCC)C(=CC1=CC=CC=C1)F hexadecyl-fluoro-styrene